tert-butyl (R)-3-((cyclohexylmethyl)(2-ethoxy-2-oxoethyl)amino)piperidine-1-carboxylate C1(CCCCC1)CN([C@H]1CN(CCC1)C(=O)OC(C)(C)C)CC(=O)OCC